(7R,14R)-11-((1-acetyl-3-methylpiperidin-3-yl)ethynyl)-1-(difluoromethoxy)-6-(methyl-d3)-6,7-dihydro-7,14-methanobenzo[f]benzo[4,5]imidazo[1,2-a][1,4]diazocin-5(14H)-one C(C)(=O)N1CC(CCC1)(C)C#CC1=CC2=C(N=C3N2[C@H]2C4=C(C(N([C@@H]3C2)C([2H])([2H])[2H])=O)C=CC=C4OC(F)F)C=C1